CC(C=O)=CCC1C(C(CC1)C)(C)C 2-methyl-4-(2,2,3-trimethylcyclopentyl)but-2-enal